BrC=1C=NN2C1N=C(N=C2NCC2=CC=C(C=C2)C2=NC=CC=C2)N2C[C@H](CC2)NC(OC(C)(C)C)=O tert-butyl N-[(3S)-1-[8-bromo-4-({[4-(pyridin-2-yl)phenyl]methyl}amino)pyrazolo[1,5-a][1,3,5]triazin-2-yl]pyrrolidin-3-yl]carbamate